OC(CNC(=O)NC=1C=C2C=C(C(=NC2=CC1)C1=C(C=CC=C1)OC)C1=CC=CC=C1)CC 1-(2-hydroxybutyl)-3-(2-(2-methoxyphenyl)-3-phenylquinolin-6-yl)urea